C(C)(C)(C)OC(=O)N1C(C(NCC1Cl)C#N)(CC#N)C1=CC(=NC2=CC(=CC=C12)Br)OC[C@H]1N(CCC1)C 7-bromo-6-chloro-3-cyano-2-((((S)-1-methylpyrrolidin-2-yl)methoxy)quinolin-4-yl)-2-(cyanomethyl)piperazine-1-carboxylic acid tert-butyl ester